5-Bromo-2-((1,1-dimethylethyl)sulphonamido)-N-(3-(trifluoromethyl)bicyclo[1.1.1]pentan-1-yl)benzamide BrC=1C=CC(=C(C(=O)NC23CC(C2)(C3)C(F)(F)F)C1)NS(=O)(=O)C(C)(C)C